di-(cetyl) peroxydicarbonate C(=O)(OCCCCCCCCCCCCCCCC)OOC(=O)OCCCCCCCCCCCCCCCC